NC1=NC=C(C2=C1C(=CN2C)C2=CC=C(C=C2)N=S2(CCCCC2)=O)C#N 4-amino-1-methyl-3-(4-((1-oxotetrahydro-2H-1λ6-thiopyran-1-ylidene)amino)phenyl)-1H-pyrrolo[3,2-c]pyridine-7-nitrile